C(C1=CC=CC=C1)OC1=CC=C(C=C1)C[C@@H](C(=O)OC(C)C)N=P(=O)OC1=C(C=CC=C1)OCC=1C=NC(=C(C1CO)O)C (2S)-Isopropyl 3-(4-(benzyloxy)phenyl)-2-(((5-hydroxy-4-(hydroxymethyl)-6-methylpyridin-3-yl)methoxy)(phenoxy)phosphorylamino)propanoate